indolyl-indol N1C(=CC2=CC=CC=C12)C=1NC2=CC=CC=C2C1